C1=CCCC=CCC1.C1=CCCC=CCC1.[Ni] nickel bis(1,5-cyclooctadiene)